2,2-dimethyl-3-(2-methylpropenyl)cyclopropanecarboxylic acid m-phenoxybenzyl ester O(C1=CC=CC=C1)C=1C=C(COC(=O)C2C(C2C=C(C)C)(C)C)C=CC1